F[C@H]1C[C@H](N2N=C(N=C21)C(C(COC)(C)C)=O)C2=CC=CC=C2 1-((5S,7S)-7-fluoro-5-phenyl-6,7-dihydro-5H-pyrrolo[1,2-b][1,2,4]triazol-2-yl)-3-methoxy-2,2-dimethylpropan-1-one